4-methyl-2-phenylethynyl-1-(vinyloxy)benzene CC1=CC(=C(C=C1)OC=C)C#CC1=CC=CC=C1